COC1=CC=C(C=C1)/C=C/C(=O)N(CC1OCCC1)C1=NNC=C1 (E)-3-(4-methoxyphenyl)-N-(1H-pyrazol-3-yl)-N-(tetrahydrofuran-2-yl-methyl)prop-2-enamide